((4-(trifluoromethyl)phenyl)sulfonyl)-3-(3,4,5-trimethoxyphenyl)-1H-pyrazole-5-carboxamide FC(C1=CC=C(C=C1)S(=O)(=O)N1N=C(C=C1C(=O)N)C1=CC(=C(C(=C1)OC)OC)OC)(F)F